C(#N)CCN(C(C1=C(C(=CC=C1)C=1C=C2C(=NC1)NCC21CC1)F)=O)C N-(2-cyanoethyl)-3-(1,2'-dihydrospiro[cyclopropane-1,3'-pyrrolo[2,3-b]pyridin]-5'-yl)-2-fluoro-N-methylbenzamide